S(N)(OC[C@@H]1[C@H](C[C@@H](C1)NC1=NC=NC=C1C(=O)C=1SC=C(C1)COC1=C(C=CC=C1)C#N)O)(=O)=O [(1R,2S,4R)-4-{[5-({4-[(2-cyanophenoxy)methyl]-2-thienyl} carbonyl)pyrimidin-4-yl]amino}-2-hydroxycyclopentyl]methyl sulfamate